N1=CN=C2N=CNC2=C1N[C@@H]1[C@H]([C@@H]([C@H]([C@@H](O1)CO)NC(CNC(CCCCCCCCCCCCCC)=O)=O)O)O N-(2-(((2R,3R,4R,5S,6S)-6-((7H-purin-6-yl)amino)-4,5-dihydroxy-2-(hydroxymethyl)tetrahydro-2H-pyran-3-yl)amino)-2-oxoethyl)pentadecanamide